C(C)(C)(C)C=1C=CC2=C(N=C(O2)C=2SC(=CC2)C=2OC3=C(N2)C=C(C=C3)C(C)(C)C)C1 2,5-bis(5-tert-butyl-1,3-benzoxazol-2-yl)thiophene